FC=1C=C(C=CC1F)N1C(N([C@@H](C1)C#N)C1=CN=CC2=CC=C(C=C12)S(=O)(=O)C)=O (S)-1-(3,4-difluorophenyl)-3-(6-(methylsulfonyl)isoquinolin-4-yl)-2-oxoimidazoline-4-carbonitrile